5-amino-N-(4-(2,6-dioxopiperidin-3-yl)phenyl)pentanamide hydrochloride Cl.NCCCCC(=O)NC1=CC=C(C=C1)C1C(NC(CC1)=O)=O